C1-(3,5-difluoro-4-(thiophen-3-yl)phenyl)cyclobutan-1-ol FC=1C=C(C=C(C1C1=CSC=C1)F)C1(CCC1)O